N1=CC=C(C=C1)C1=CC=2C(NCCC2N1)=O 2-(pyridin-4-yl)-1H,5H,6H,7H-pyrrolo[3,2-c]Pyridin-4-one